5-(3-cyano-6-(2-methoxypropoxy)pyrazolo[1,5-a]pyridin-4-yl)pyridin C(#N)C=1C=NN2C1C(=CC(=C2)OCC(C)OC)C=2C=CC=NC2